FC1=C(C(=CC(=C1)OC)F)CCN 2-(2,6-difluoro-4-methoxy-phenyl)-ethylamine